3-((4R)-3-carboxy-7-isopropyl-4-methyl-4,5,6,7-tetrahydro-1H-indazol-1-yl)pyrazine-1-oxide C(=O)(O)C1=NN(C=2C(CC[C@H](C12)C)C(C)C)C=1C=[N+](C=CN1)[O-]